N=1N=CN(C1)C=1C=C(C=NC1)C=1N=NN(C1)CC=1N=C2N(C=C(C=C2)CN(C(OC(C)(C)C)=O)CC23CC(C2)(C3)F)C1 Tert-butyl ((2-((4-(5-(4H-1,2,4-triazol-4-yl)pyridin-3-yl)-1H-1,2,3-triazol-1-yl)methyl)imidazo[1,2-a]pyridin-6-yl)methyl)((3-fluorobicyclo[1.1.1]pentan-1-yl)methyl)carbamate